C(C)C=1C(=CC=C2C=C(C=C(C12)C1=C(C=2N=C(N=C(C2C=N1)N1C[C@@](CCC1)(O)C([2H])([2H])[2H])OC[C@]12CCCN2C[C@@H](C1)F)F)O)F (3R)-1-[7-(8-ethyl-7-fluoro-3-hydroxynaphthalen-1-yl)-8-fluoro-2-{[(2R,7aS)-2-fluorotetrahydro-1H-pyrrolizin-7a(5H)-yl]methoxy}pyrido[4,3-d]pyrimidin-4-yl]-3-(2H3)methylpiperidin-3-ol